NC=1OC2=C(C=NC=C2N2C[C@@H](OCC2)C(=O)N2[C@@H](C3=C(C=C(C=C3CC2)F)F)C)N1 ((R)-4-(2-aminooxazolo[4,5-c]pyridin-7-yl)morpholin-2-yl)((R)-6,8-difluoro-1-methyl-3,4-dihydroisoquinolin-2(1H)-yl)methanone